ethyl 5-cyclopropyl-4-iodo-1-((2-(trimethylsilyl)ethoxy)methyl)-1H-pyrazole-3-carboxylate C1(CC1)C1=C(C(=NN1COCC[Si](C)(C)C)C(=O)OCC)I